C(#N)C(C(=O)NC1=C2C=CN(C2=CC=C1)C1=CC(=NC=C1)NC(=O)C1CC1)=CC=1SC=CC1 N-(4-(4-(2-cyano-3-(thiophen-2-yl)acrylamido)-1H-indol-1-yl)pyridin-2-yl)cyclopropanecarboxamide